ClC1=C(C(C2=CC=CC=C2C1OC1=CC=CC=C1)OC1=CC=CC=C1)NCC1=C(C(=O)NC=2C=NC=CC2)C=CC=C1 (((3-chloro-1,4-diphenoxy-1,4-dihydronaphthalen-2-yl)amino)methyl)-N-(pyridin-3-yl)benzamide